[C@H]12CC(C[C@H](CC1)N2)NC(=O)C2=NOC(=C2)[C@@H]2[C@H](C2)F N-((1R,3r,5S)-8-azabicyclo[3.2.1]octan-3-yl)-5-((1R,2S)-2-fluorocyclopropyl)isoxazole-3-carboxamide